COC(=O)C=1C=CC(=C2C=CN(C12)CC1=CC=C(C=C1)Br)F 1-(4-bromobenzyl)-4-fluoro-1H-indole-7-carboxylic acid methyl ester